4-(2-((R)-3-aminopyrrolidin-1-yl)ethoxy)-2-(2,6-dioxopiperidin-3-yl)isoindoline-1,3-dione N[C@H]1CN(CC1)CCOC1=C2C(N(C(C2=CC=C1)=O)C1C(NC(CC1)=O)=O)=O